ClC1=CC(=C(C=C1)N1N=NC(=C1CN1N=CC(=CC1=O)N1C[C@@H](OCC1)C)C)F 2-[[3-(4-chloro-2-fluoro-phenyl)-5-methyl-triazol-4-yl]methyl]-5-[(2S)-2-methylmorpholin-4-yl]pyridazin-3-one